2-(tert-butylsulfinylimino)acetic acid C(C)(C)(C)S(=O)N=CC(=O)O